4,4'-di(4-phenylphenoxy)benzophenone C1(=CC=CC=C1)C1=CC=C(OC2=CC=C(C(=O)C3=CC=C(C=C3)OC3=CC=C(C=C3)C3=CC=CC=C3)C=C2)C=C1